7-(5-acryloyl-2,5-diazabicyclo[2.2.2]octan-2-yl)-9-chloro-10-(2,4-difluorophenyl)-2,3-dihydro-5H-[1,4]thiazino[2,3,4-ij]quinazolin-5-one C(C=C)(=O)N1C2CN(C(C1)CC2)C2=NC(N1C3=C(C(=C(C=C23)Cl)C2=C(C=C(C=C2)F)F)SCC1)=O